[4-[[7-morpholino-3-(2H-tetrazol-5-yl)-1,6-naphthyridin-5-yl]oxy]cyclohexyl]pyrimidin-2-amine O1CCN(CC1)C1=NC(=C2C=C(C=NC2=C1)C=1N=NNN1)OC1CCC(CC1)C1=NC(=NC=C1)N